3-(4-(2-(cyclopropylamino)ethyl)phenoxy)-6-methoxy-2-(o-tolyl)benzo[b]thiophene 1-oxide C1(CC1)NCCC1=CC=C(OC=2C3=C(S(C2C2=C(C=CC=C2)C)=O)C=C(C=C3)OC)C=C1